CC(C)N[C@@H](C(C)C)C(=O)O propan-2-yl-(valine)